C(C)(C)(C)OC(=O)NC(CC)=O N-tert-butyloxycarbonyl-propionamide